CC1(OB(OC1(C)C)C1=CC2(C1)CCN(CC2)C(=O)OC(C)(C)C)C tert-Butyl 2-(4,4,5,5-tetramethyl-1,3,2-dioxaborolan-2-yl)-7-azaspiro[3.5]non-1-ene-7-Formate